2-oxa-6-aza-tricyclo[3.3.1.1*3,7*]decane C12OC3CC(NC(C1)C3)C2